1-(6-(7,7-dimethyl-4-(((2S)-4-methyl-1-(3-methyl-1,2-oxazol-5-yl)-2-pentanyl)amino)-5,6,7,8-tetrahydro-2-quinazolinyl)-2,6-diazaspiro[3.4]octan-2-yl)-2-propen-1-one CC1(CCC=2C(=NC(=NC2C1)N1CC2(CN(C2)C(C=C)=O)CC1)N[C@H](CC1=CC(=NO1)C)CC(C)C)C